1,4-bis(4-cyclohexylbutyl)cyclohexane C1(CCCCC1)CCCCC1CCC(CC1)CCCCC1CCCCC1